5-chloro-1-tetrahydropyran-2-yl-indazol-4-amine ClC1=C(C=2C=NN(C2C=C1)C1OCCCC1)N